O=C1NC(CC[C@@H]1NC1=C(C=C(C=C1)N1CCN(CC1)CCC1CCN(CC1)NC(OC(C)(C)C)=O)F)=O tert-butyl (S)-(4-(2-(4-(4-((2,6-dioxopiperidin-3-yl)amino)-3-fluorophenyl)piperazin-1-yl)ethyl)piperidin-1-yl)carbamate